tert-butyl 4-(6-hydroxy-5-nitro-1-oxoisoindolin-2-yl)piperidine-1-carboxylate OC1=C(C=C2CN(C(C2=C1)=O)C1CCN(CC1)C(=O)OC(C)(C)C)[N+](=O)[O-]